diethyl-aniline tert-butyl-N-[[4-[6-[tert-butyl(diphenyl)silyl]oxy-2-azaspiro[3.3]heptan-2-yl]-1-[4-(trifluoromethoxy)phenyl]pyrazolo[3,4-b]pyridin-3-yl]methyl]carbamate C(C)(C)(C)OC(NCC1=NN(C2=NC=CC(=C21)N2CC1(C2)CC(C1)O[Si](C1=CC=CC=C1)(C1=CC=CC=C1)C(C)(C)C)C1=CC=C(C=C1)OC(F)(F)F)=O.C(C)N(C1=CC=CC=C1)CC